(2,6-Dioxopiperidin-3-yl)-5-(3-(hydroxymethyl)-3-methylpyrrolidin-1-yl)isoindoline-1,3-dione O=C1NC(CCC1N1C(C2=CC=C(C=C2C1=O)N1CC(CC1)(C)CO)=O)=O